C1(=CC=C(C=C1)CCCCC1(CC1)CC(=O)O)CCCCC1(CC1)CC(=O)O 2,2'-((1,4-phenylenebis(butane-4,1-diyl))bis(cyclopropane-1,1-diyl))diacetic acid